NC=1SC(=C(N1)C=1C=C(C#N)C=CC1)C=1C=C2C(=NC=NC2=CC1)C 3-[2-amino-5-(4-methyl-quinazolin-6-yl)thiazol-4-yl]benzonitrile